NC=1C2=C(C(NN1)=O)N(N=C2C2=CC=C(CNC(C1=C(C=CC(=C1)F)OC)=O)C=C2)[C@@H]2CC[C@@H](CC2)O cis-N-(4-(4-amino-1-((1S,4S)-4-hydroxycyclohexanyl)-7-oxo-6,7-dihydro-1H-pyrazolo[3,4-d]pyridazin-3-yl)benzyl)-5-fluoro-2-methoxybenzamide